FC=1C(=CC=2C3=C(NC(C2C1)=O)COC[C@@H]3N(C(=O)C3=CN1C=C(C=C1C=C3)C)C)F (R)-N-(8,9-difluoro-6-oxo-1,4,5,6-tetrahydro-2H-pyrano[3,4-c]isoquinolin-1-yl)-N,2-dimethylindolizine-6-carboxamide